methyl 5-[(3-{8-bromo-3-[(trifluoromethyl)sulfanyl]indolizin-2-yl}prop-2-yn-1-yl)amino]-6-methoxypyridine-3-carboxylate BrC1=CC=CN2C(=C(C=C12)C#CCNC=1C=C(C=NC1OC)C(=O)OC)SC(F)(F)F